C(CCCCC(=O)O)(=O)O.C(CCC)(N)N butanediamine adipic acid salt